tert-Butyl (2R,5S)-4-(1-(3-fluorophenyl)-3-iodo-1H-pyrrolo[3,2-c]pyridin-4-yl)-2,5-dimethylpiperazine-1-carboxylate FC=1C=C(C=CC1)N1C=C(C=2C(=NC=CC21)N2C[C@H](N(C[C@@H]2C)C(=O)OC(C)(C)C)C)I